ClC1=C(OC2=NC=C(C(=C2F)S(=O)(=O)NC2CC(C2)O)O)C(=CC(=C1)N1N=C(C(NC1=O)=O)C(F)F)Cl 2-(2,6-dichloro-4-(6-(difluoromethyl)-3,5-dioxo-4,5-dihydro-1,2,4-triazin-2(3H)-yl)phenoxy)-3-fluoro-5-hydroxy-N-((1r,3r)-3-hydroxycyclobutyl)pyridine-4-sulfonamide